C([O-])([O-])=O.[Ca+2].C(C=C)(=O)O acrylic acid calcium carbonate